4-[4-[(2,6-dioxopiperidin-3-yl)amino]phenyl]piperidine-1-carboxamide O=C1NC(CCC1NC1=CC=C(C=C1)C1CCN(CC1)C(=O)N)=O